C(C)(C)(C)OC(=O)N1CC(C1)OC1=C(C=CC(=C1)Br)C(=O)OC 3-(5-bromo-2-methoxycarbonyl-phenoxy)azetidine-1-carboxylic acid tert-butyl ester